N-(4-((S)-4-acryloyl-2-methylpiperazine-1-carbonyl)-6-chloro-2,2'-difluoro-6'-methoxy-[1,1'-biphenyl]-3-yl)-4-ethylbenzamide C(C=C)(=O)N1C[C@@H](N(CC1)C(=O)C1=C(C(=C(C(=C1)Cl)C1=C(C=CC=C1OC)F)F)NC(C1=CC=C(C=C1)CC)=O)C